(2e,4e,8e)-tetradecane-2,4,8-trienoic acid C(\C=C\C=C\CC\C=C\CCCCC)(=O)O